homopiperidinium hydrochloride Cl.[NH2+]1CCCCCC1